ClC=1C=C2C(NC(=NC2=CC1)CN1CC2=C(C=CC(=C2C(C1)O)OC)OC)=O 6-chloro-2-[(4-hydroxy-5,8-dimethoxy-3,4-dihydro-1H-isoquinolin-2-yl)methyl]-3H-quinazolin-4-one